FC(C1=CC=C(C=C1)C1=NOC(=N1)C(=O)OC)(F)F methyl 3-(p-trifluoromethylphenyl)-1,2,4-oxadiazole-5-carboxylate